2-methoxyethyl (1S,2R,5R)-3-((5-(4-fluorophenoxy)-pyrazin-2-yl)sulfonyl)-2-(hydroxycarbamoyl)-3,8-diazabicyclo-[3.2.1]octane-8-carboxylate FC1=CC=C(OC=2N=CC(=NC2)S(=O)(=O)N2[C@H]([C@@H]3CC[C@H](C2)N3C(=O)OCCOC)C(NO)=O)C=C1